2-amino-3-carboxymethanesulfinyl-propionic acid NC(C(=O)O)CS(=O)CC(=O)O